N-phenyl-1H-pyrrole-3-carboxamide C1(=CC=CC=C1)NC(=O)C1=CNC=C1